2-(3-Hydroxybenzyl)-6-(1-methyl-1H-pyrazol-5-yl)isoquinolin-1(2H)-one OC=1C=C(CN2C(C3=CC=C(C=C3C=C2)C2=CC=NN2C)=O)C=CC1